NCCCC=1SC=CC1C(=O)OC methyl 2-(3-aminopropyl)-3-thiophenecarboxylate